(cyclopropyl)-4-oxo-1,4-dihydroquinoline-3-carboxylic acid ethyl ester C(C)OC(=O)C1=CN(C2=CC=CC=C2C1=O)C1CC1